NC1=NC=C(C2=C1C(=C(N2C)C2=CC=C(C=C2)NC(C(=C)F)=O)C=2C=C(C(=NC2)C(=O)NCC(F)(F)F)F)C#CCNC 5-(4-amino-2-{4-[(2-fluoroacrylamido)]phenyl}-1-methyl-7-[3-(methylamino)prop-1-ynyl]pyrrolo[3,2-c]pyridin-3-yl)-3-fluoro-N-(2,2,2-trifluoroethyl)pyridine-2-carboxamide